FC(OC1=CC=C(C=N1)N(C1CCN(CC1)C1=CC=NN1C)C=1C=NC=CC1OC)F 6-(Difluoromethoxy)-N-(4-methoxypyridin-3-yl)-N-(1-(1-methyl-1H-pyrazol-5-yl)piperidin-4-yl)pyridin-3-amine